3-(ethoxymethyl)-8-(trifluoromethyl)[1,2,4]triazolo[4,3-a]pyridine C(C)OCC1=NN=C2N1C=CC=C2C(F)(F)F